IC#CCCCCN1C(C2=CC=CC=C2C1=O)=O 2-(6-iodo-hex-5-yn-1-yl)-2,3-dihydro-1H-isoindole-1,3-dione